COC(=O)C1=CC(=NN1CC(=O)OCC)[N+](=O)[O-] (2-ethoxy-2-oxoethyl)-3-nitro-1H-pyrazole-5-carboxylic acid methyl ester